zinc manganese ethylene-bis-dithiocarbamate C(CNC([S-])=S)NC([S-])=S.[Mn+2].[Zn+2].C(CNC([S-])=S)NC([S-])=S